2-((4-((6-((4-chloro-2-fluorobenzyl)oxy)-5-fluoropyridin-2-yl)oxy)piperidine-1-yl)methyl)-1-((1-(cyanomethyl)cyclopropyl)methyl)-4-fluoro-1H-benzo[d]imidazole-6-carboxylic acid ClC1=CC(=C(COC2=C(C=CC(=N2)OC2CCN(CC2)CC2=NC3=C(N2CC2(CC2)CC#N)C=C(C=C3F)C(=O)O)F)C=C1)F